[NH+]1=CC=CC=C1.N1C(=CC2=CC=CC=C12)S(=O)(=O)[O-] 1H-indole-sulfonic acid pyridinium salt